N(=C=O)C1(CC(CCC1)CN=C=O)C 1-isocyanato-3-(isocyanatomethyl)-1-methyl-cyclohexane